BrC1=C(SC(=C1)C1=CC=C(C=C1)Cl)C1=CC=C(C=C1)Cl 3-bromo-2,5-bis(4-chlorophenyl)thiophene